BrC1=CC(=C2C(NN=C(C2=C1)CN1C(C2=CC=CC=C2C1=O)=O)=O)C(F)(F)F 2-((7-bromo-4-oxo-5-(trifluoromethyl)-3,4-dihydrophthalazin-1-yl)methyl)isoindoline-1,3-dione